4-(5-methyl-7H-pyrrolo[2,3-d]pyrimidin-4-yl)-N-phenyl-3,6-dihydropyridine-1(2H)-carboxamide CC1=CNC=2N=CN=C(C21)C=2CCN(CC2)C(=O)NC2=CC=CC=C2